CC(CCC)P(O)O 2-pentyl-phosphonous acid